1-[(4-fluoro-1H-indol-2-yl)carbonyl]-N-methyl-3-piperidinecarboxamide FC1=C2C=C(NC2=CC=C1)C(=O)N1CC(CCC1)C(=O)NC